S(CCC(=O)OCCCCCCCCCCCCCC)CCC(=O)OCCCCCCCCCCCCCC dimyristyl 3,3'-thiodipropionate